1-(3-amino-4-(benzyloxy)phenyl)ethan-1-one NC=1C=C(C=CC1OCC1=CC=CC=C1)C(C)=O